monomenthylsuccinate C1(CC(C(CC1)C(C)C)OC(CCC(=O)[O-])=O)C